Hexanediol dimyristate C(CCCCCCCCCCCCC)(=O)OC(CCCCC)OC(CCCCCCCCCCCCC)=O